6-(3-bromo-2,5-difluorobenzyl)-7-(((R)-tert-butylsulfinyl)imino)-5-azaspiro[2.4]heptane-5-carboxylic acid tert-butyl ester C(C)(C)(C)OC(=O)N1CC2(CC2)C(C1CC1=C(C(=CC(=C1)F)Br)F)=N[S@](=O)C(C)(C)C